2-(N-ethylperfluorooctanesulfonamido)-ethanol C(C)N(S(=O)(=O)C(C(C(C(C(C(C(C(F)(F)F)(F)F)(F)F)(F)F)(F)F)(F)F)(F)F)(F)F)CCO